C(=O)(P(C1=CC=CC=C1)(C1=CC=CC=C1)(C1=CC=CC=C1)Cl)P(C1=CC=CC=C1)(C1=CC=CC=C1)(C1=CC=CC=C1)Cl.[Rh] rhodium carbonylbis(triphenylphosphino) chloride